7-methyl-5,6,7,8-tetrahydroimidazo[1,5-a]Pyridine CC1CC=2N(CC1)C=NC2